CC1(N(CCC1)CCC(=O)NC=1C=C(C(=NC1)C)NC(=O)C1=NN=C2N1C=CC(=C2)C=2C=NNC2)C N-(5-(3-(2,2-dimethylpyrrolidin-1-yl)propanamido)-2-methylpyridin-3-yl)-7-(1H-pyrazol-4-yl)-[1,2,4]triazolo[4,3-a]pyridine-3-carboxamide